ClC=1N=NC(=CC1C(=O)Cl)Cl 3,6-dichloro-4-chlorocarbonyl-pyridazine